ClCC1=NN(C(=C1)C(F)(F)F)C 3-(chloro-methyl)-1-methyl-5-(trifluoro-methyl)-1H-pyrazole